[1-(2,2,2-trifluoroethyl)pyrazol-3-yl]boronic acid FC(CN1N=C(C=C1)B(O)O)(F)F